CC=1C=C(C=CC1)N(C1=CC=2C(C3=CC(=CC=C3C2C=C1)N(C1=CC=CC=C1)C1=CC(=CC=C1)C)(C1=CC=CC=C1)C1=CC=CC=C1)C1=CC=CC=C1 N,N'-Bis(3-methylphenyl)-N,N'-bis(phenyl)-2,7-diamino-9,9-diphenyl-fluoren